ClC=1C2=CN(N=C2C(=C(C1)C1=CC=C(C=C1)N1CCOCC1)F)C(C(=O)NC=1SC=CN1)C1=C2N(C=N1)CCC2 2-(4-chloro-7-fluoro-6-(4-morpholinylphenyl)-2H-indazol-2-yl)-2-(6,7-dihydro-5H-pyrrolo[1,2-c]imidazol-1-yl)-N-(thiazol-2-yl)acetamide